C(C)C(C=CC(=O)OC1=C(C=CC=C1)C1=C2C=CC(C(=C3C=CC(=C(C=4C=CC(=C(C5=CC=C1N5)C5=C(C=CC=C5)OC(C=CC(C)CC)=O)N4)C4=C(C=CC=C4)OC(C=CC(C)CC)=O)N3)C3=C(C=CC=C3)OC(C=CC(C)CC)=O)=N2)C.[Cu] copper tetrakis[(4-ethylpentenoyloxy)phenyl]porphyrin